4-(3-amino-6-cyclopropyl-1H-pyrazolo[3,4-b]pyridine-1-carbonyl)piperidin-2-one NC1=NN(C2=NC(=CC=C21)C2CC2)C(=O)C2CC(NCC2)=O